Dimethyl-tetramethylcyclopentadienyl-2-methyl-4-(4-tert-butylphenyl)indenyl-Silane C[Si](C1C(=C(C2=C(C(=C(C(=C12)C)C)C)C1=CC=C(C=C1)C(C)(C)C)C)C)(C1C=CC=C1)C